4-(6-(bis(2-methoxyethyl)amino)-2-(5,6-dihydroimidazo[1,2-a]pyrazin-7(8H)-yl)-8-(4-methoxypiperidin-1-yl)pyrimido[5,4-d]pyrimidin-4-yl)-1-methylpiperazin-2-one COCCN(C=1N=C(C=2N=C(N=C(C2N1)N1CC(N(CC1)C)=O)N1CC=2N(CC1)C=CN2)N2CCC(CC2)OC)CCOC